COCC1=CC=C(C(=O)C2=CC=C(C=C2)COC)C=C1 4,4'-bis(methoxymethyl)benzophenone